2-(3-(4-((3-(2,3-Difluoro-4-methoxyphenyl)imidazo[1,2-a]pyrazin-8-yl)amino)-2-methylbenzamido)piperidin-1-yl)-N,N,N-trimethyl-2-oxoethan-1-aminium chloride [Cl-].FC1=C(C=CC(=C1F)OC)C1=CN=C2N1C=CN=C2NC2=CC(=C(C(=O)NC1CN(CCC1)C(C[N+](C)(C)C)=O)C=C2)C